methyl-(E)-3-(4-((7-hydroxy-3-(thiophene-2-carbonyl)quinolin-4-yl)oxy)phenyl)acrylic acid C/C(/C(=O)O)=C\C1=CC=C(C=C1)OC1=C(C=NC2=CC(=CC=C12)O)C(=O)C=1SC=CC1